1-{4-[(6S)-6-(2-methoxy-2-oxoethyl)-2,3,9-trimethyl-6H-thieno[3,2-f][1,2,4]triazolo[4,3-a][1,4]diazepin-4-yl]phenyl}-1H-pyrazole-4-carboxylic acid hydrochloride Cl.COC(C[C@H]1C=2N(C3=C(C(=N1)C1=CC=C(C=C1)N1N=CC(=C1)C(=O)O)C(=C(S3)C)C)C(=NN2)C)=O